C(C)(C)(C)OC(CCC(C(=O)N)N)=O 4,5-diamino-5-oxo-pentanoic acid tert-butyl ester